C(=O)(OC(C)(C)C)N1CC(C1)(CO)N 1-Boc-3-amino-3-(hydroxymethyl)azetidine